NC=1C2=C(N=C(N1)Cl)N(C=C2C=2SC=C(N2)CC2=CC=CC=C2)[C@H]2[C@@H]([C@@H]([C@H](C2)C2CCN(CC2)CC=2SC=CC2)O)O (1R,2S,3R,5R)-3-(4-amino-5-(4-benzylthiazol-2-yl)-2-chloro-7H-pyrrolo[2,3-d]pyrimidin-7-yl)-5-(1-(thiophen-2-ylmethyl)piperidin-4-yl)cyclopentane-1,2-diol